N#CCC#N nitrilopropionitrile